FC([C@H]1N(C(OC1)=C=O)C=1N=C2N(CCN(C3=C2C=CC(=C3)N[C@H](C(=O)N)C)CC)C1)F (S)-2-((2-((S)-4-(difluoromethyl)-2-carbonyloxazolidin-3-yl)-7-ethyl-6,7-dihydro-5H-benzo[f]imidazo[1,2-d][1,4]diazepin-9-yl)amino)propanamide